CN1N=C(C(=C1)B1OC(C(O1)(C)C)(C)C)C 1,3-dimethyl-4-(4,4,5,5-tetramethyl-1,3,2-dioxaborolan-2-yl)-1h-pyrazole